C(C)(C)(C)C1=C(C(=CC(=C1)C(C)(C)C)C(C)(C)C)NC([O-])=O 2,4,6-tri-tert-butylphenylcarbamate